FC1=CC2=C(COB2O)C=C1CO 6-fluoro-5-(hydroxymethyl)-3H-2,1-benzoxaborol-1-ol